FC=1C=C(C=CC1)C#CC1=C2C=CN(C2=NC=N1)[C@H]1[C@H](O)[C@H](O)[C@H](O1)CO 6-((3-Fluorophenyl)ethynyl)-9-β-D-ribofuranosyl-7-deazapurine